1-bromo-9-(4,4,5,5,5-pentafluoropentylsulfanyl)nonane BrCCCCCCCCCSCCCC(C(F)(F)F)(F)F